NC1=NC=C(C=2C1=CN(N2)C2OCCCC2)NC(=O)C(=O)N(CC2=NC=C(C=C2C)F)CC2=CC=CC=C2 N-(4-amino-2-tetrahydropyran-2-yl-pyrazolo[4,3-c]pyridin-7-yl)-N'-benzyl-N'-[(5-fluoro-3-methyl-2-pyridyl)methyl]oxamide